C(OCCOCCO[Si](C1=CC=CC=C1)(C1=CC=CC=C1)C(C)(C)C)(OC1=CC=C(C=C1)[N+](=O)[O-])=O 2-[2-[tert-butyl(diphenyl) silyl]oxyethoxy]ethyl (4-nitrophenyl) carbonate